4-methyl-3-[(2R)-2-(3-nitrophenyl)propyl]-1,2,4-triazole CN1C(=NN=C1)C[C@@H](C)C1=CC(=CC=C1)[N+](=O)[O-]